2-(((2R,3S)-1-(6-((2-((3S,4R)-3-fluoro-4-hydroxypiperidin-1-yl)pyrimidin-4-yl)amino)-4-isopropyl-2,7-naphthyridin-1-yl)-2-methylazetidin-3-yl)oxy)ethyl methanesulfonate CS(=O)(=O)OCCO[C@@H]1[C@H](N(C1)C1=NC=C(C2=CC(=NC=C12)NC1=NC(=NC=C1)N1C[C@@H]([C@@H](CC1)O)F)C(C)C)C